5-(1-((5-methoxy-7-methyl-1H-indol-4-yl)methyl)-4-(2,2,3,3-tetrafluoropropyl)piperazin-2-yl)-1H-indazole COC=1C(=C2C=CNC2=C(C1)C)CN1C(CN(CC1)CC(C(F)F)(F)F)C=1C=C2C=NNC2=CC1